[4,5'-bibenzo[d][1,3]dioxole]-6-carboxamide O1COC2=C1C=C(C=C2C2=CC1=C(OCO1)C=C2)C(=O)N